2-cyclopropyl-N-[1-[2-[5-(difluoromethoxy)pyrimidin-2-yl]-1,2,4-triazol-3-yl]ethyl]-6-(trifluoromethyl)pyridine-4-carboxamide C1(CC1)C1=NC(=CC(=C1)C(=O)NC(C)C=1N(N=CN1)C1=NC=C(C=N1)OC(F)F)C(F)(F)F